(S,Z)-2-(4-(7-(3-chloro-2-cyclopropyl-5-hydroxyphenyl)-8-fluoro-2-methoxypyrido[4,3-d]pyrimidin-4-yl)-1-(3-(2,6-dimethylpyrimidin-4-yl)-2-fluoroacryloyl)piperazin-2-yl)acetonitrile ClC=1C(=C(C=C(C1)O)C1=C(C=2N=C(N=C(C2C=N1)N1C[C@@H](N(CC1)C(/C(=C/C1=NC(=NC(=C1)C)C)/F)=O)CC#N)OC)F)C1CC1